BrC1=C(C=C(C(=C1)C=O)[N+](=O)[O-])N1C[C@@H](CC1)OCCOC=1C=C(C#N)C=CC1 3-[2-[(3R)-1-(2-bromo-4-formyl-5-nitro-phenyl)pyrrolidin-3-yl]oxyethoxy]benzonitrile